C1(CCC1)CN(C(=O)OCC1=C(N=NN1C)C1=CC=C(C(=N1)C)O[C@@H]1C[C@H](CC1)CC(=O)OC(C)C)C |r| (±)-Trans-isopropyl 2-(3-((6-(5-((((cyclobutylmethyl)(methyl)carbamoyl)oxy) methyl)-1-methyl-1H-1,2,3-triazol-4-yl)-2-methylpyridin-3-yl)oxy)cyclopentyl)acetate